octyl-dibutyl-phosphonium bromide [Br-].C(CCCCCCC)[PH+](CCCC)CCCC